3-methylhex-2-enoic acid CC(=CC(=O)O)CCC